C(C)N(CC(=O)O)C(CCCCCCCCCCC)=O ethyldodecanoylglycine